N1C(=NC2=C1C=CC=C2)C2=CC(=NN2CC2=CC=C(C=C2)OC)C(=O)NC2=CC(=C(C=C2)OC)Cl 5-(1H-benzimidazol-2-yl)-N-(3-chloro-4-methoxy-phenyl)-1-[(4-methoxyphenyl)-methyl]pyrazole-3-carboxamide